tert-butyl (R)-2-(4-chloro-2-(6-((5-fluoro-2,4-dioxo-3,4-dihydropyrimidin-1(2H)-yl)methyl)pyrrolo[2,1-f][1,2,4]triazin-4-yl)-6-methylbenzyl)morpholine-4-carboxylate ClC1=CC(=C(C[C@@H]2CN(CCO2)C(=O)OC(C)(C)C)C(=C1)C)C1=NC=NN2C1=CC(=C2)CN2C(NC(C(=C2)F)=O)=O